C(CCCCCCCCCCCCCCC)C(OP(=O)([O-])O)C[N+](C)(C)C Hexadecyl-phospho-choline